(R)-2-amino-2-((1S,3R)-3-aminocyclopentyl)-6-boronohexanoic acid N[C@](C(=O)O)(CCCCB(O)O)[C@@H]1C[C@@H](CC1)N